methyl (R)-4-(4-((3S,4S)-3,4-bis(((1S,2R)-2-phenylcyclopropyl) carbamoyl)pyrrolidine-1-carbonyl)benzyl)-1-octanoyl-5-oxopiperazine-2-carboxylate C1(=CC=CC=C1)[C@@H]1[C@H](C1)NC(=O)[C@@H]1CN(C[C@H]1C(N[C@@H]1[C@H](C1)C1=CC=CC=C1)=O)C(=O)C1=CC=C(CN2C[C@@H](N(CC2=O)C(CCCCCCC)=O)C(=O)OC)C=C1